ClC1=CC=C(C=C1)C=1N=CN(C1C1=CC(=NC=C1)C(F)(F)F)CC(=O)N1CCC2(CN(C2)C)CC1 2-[4-(4-chlorophenyl)-5-[2-(trifluoromethyl)pyridin-4-yl]-1H-imidazol-1-yl]-1-{2-methyl-2,7-diazaspiro[3.5]nonan-7-yl}ethan-1-one